ClC=1C=C(C=CC1N1C(N(C=C1)C)=O)C1=C(C(=CC(=C1)F)C1=CC(=NC=C1)N1CCNCCC1=O)O 4-(4-(3'-chloro-5-fluoro-2-hydroxy-4'-(3-methyl-2-oxo-2,3-dihydro-1H-imidazol-1-yl)-[1,1'-biphenyl]-3-yl)pyridin-2-yl)-1,4-diazepan-5-one